C(C)N1C(=S)N(C(=O)CC1=O)CC 1,3-diethylthiobarbituric acid